O(C1=CC=CC=C1)CC(=O)N[C@@H](CC1=CC=CC=C1)C(=O)O N-(phenoxyacetyl)phenylalanine